NC1(CN(CCC1)CC1=CC=CC=C1)CC#N 2-(3-amino-1-benzyl-3-piperidyl)acetonitrile